tert-Butyl 7-acetoxy-2-(3-(bromomethyl)phenyl)-2,6,6-trimethylheptanoate C(C)(=O)OCC(CCCC(C(=O)OC(C)(C)C)(C)C1=CC(=CC=C1)CBr)(C)C